methyl 2-hydroxyspiro[3.3]heptane-6-carboxylate OC1CC2(C1)CC(C2)C(=O)OC